CN[C@@H]([C@H](O)C1=CC=CC=C1)C1=CC=CC=C1 (1R,2R)-2-(Methylamino)-1,2-diphenylethanol